C(C1=CC=CC=C1)NC1=CC(=C(C=C1)N)C=1SC=CC1 N4-benzyl-2-(thiophen-2-yl)benzene-1,4-diamine